S(=O)(=O)(C1=CC=C(C)C=C1)N1CC=C2C1=NC=C1C2=NC=N1 6-tosylimidazo[4,5-d]pyrrolo[2,3-b]pyridin